CN1N=C(C2=CC=C(C=C12)C1=NOC(=N1)C1CCN(CC1)C(C(C)N1C(C2=CC=CC=C2C1)=O)=O)C 2-[2-[4-[3-(1,3-dimethylindazol-6-yl)-1,2,4-oxadiazol-5-yl]-1-piperidyl]-1-methyl-2-oxo-ethyl]isoindolin-1-one